ClC1=CC=C2C(=N1)C1(C=N2)CCCCC1 5'-chlorospiro[cyclohexane-1,3'-pyrrolo[3,2-b]pyridine]